1-(1-(5-cyclopropylpyrimidin-2-yl)piperidin-4-yl)ethanol C1(CC1)C=1C=NC(=NC1)N1CCC(CC1)C(C)O